(2R)-2-[(4-amino-3,5-dichloro-6-fluoro-2-pyridinyl)oxy]propanecarboxylic acid NC1=C(C(=NC(=C1Cl)F)O[C@@H](CC(=O)O)C)Cl